FC=1C=C2C(=NNC2=CC1OCCOC)C1=CC(=NO1)C1=CC=C(C(=O)N2CCS(CC2)(=O)=N)C=C1 4-(4-{5-[5-fluoro-6-(2-methoxyethoxy)-1H-indazol-3-yl]-1,2-oxazol-3-yl}benzoyl)-1-imino-1lambda6-thiomorpholin-1-one